C(\C=C/C(=O)OCCCCCCCC)(=O)OCCCCCCCC.[Na] sodium dioctyl maleate